N-[4-(methanesulfonylmethyl)-3-methylphenyl]-5,6,7,8-tetrahydro-2,6-naphthyridin-3-amine CS(=O)(=O)CC1=C(C=C(C=C1)NC=1N=CC=2CCNCC2C1)C